The molecule is a leukotriene that is leukotriene E4 in which the non-conjugated double bond has been reduced to a single bond. It is a leukotriene, an amino dicarboxylic acid, a L-cysteine thioether, a secondary alcohol and a non-proteinogenic L-alpha-amino acid. CCCCCCCC/C=C\\C=C\\C=C\\[C@H]([C@H](CCCC(=O)O)O)SC[C@@H](C(=O)O)N